C(C)(C)(C)OC(=O)N1C[C@@H](NCC1)COC1=C(N=CC=2N=CN=C(C21)O)Cl |r| (±)-3-(((6-Chloro-4-hydroxypyrido[3,4-d]pyrimidin-5-yl)oxy)methyl)piperazine-1-carboxylic acid tert-butyl ester